ClC1=CC(=C(NC2=C(C(=O)O)C=CC=C2)C=C1)[N+](=O)[O-] 2-(4-chloro-2-nitroanilino)benzoic acid